3-(4-(3,8-diazabicyclo-[3.2.1]octan-3-yl)-6-chloro-8-fluoro-2-((tetrahydro-1H-pyrrolizin-7a(5H)-yl)meth-oxy)quinazolin-7-yl)-4-methylbenzonitrile C12CN(CC(CC1)N2)C2=NC(=NC1=C(C(=C(C=C21)Cl)C=2C=C(C#N)C=CC2C)F)OCC21CCCN1CCC2